N-(3-(3-(2,6-dioxo-piperidin-3-yl)-7-fluorobenzofuran-5-yl)prop-2-yn-1-yl)-5-(8-(7-isopropyl-1,3-dimethyl-2-oxo-2,3-dihydro-1H-benzo[d]imidazol-5-yl)isoquinolin-3-yl)picolinamide O=C1NC(CCC1C1=COC2=C1C=C(C=C2F)C#CCNC(C2=NC=C(C=C2)C=2N=CC1=C(C=CC=C1C2)C2=CC1=C(N(C(N1C)=O)C)C(=C2)C(C)C)=O)=O